3-(6-(2-(Cyclohexylmethyl)-4-(methylsulfonyl)piperazin-1-yl)-1-methyl-1H-pyrazolo[3,4-d]pyrimidin-3-yl)-2,6-difluoro-5-(trifluoromethyl)phenol C1(CCCCC1)CC1N(CCN(C1)S(=O)(=O)C)C1=NC=C2C(=N1)N(N=C2C=2C(=C(C(=C(C2)C(F)(F)F)F)O)F)C